C(C)(C)OC1=CC=C(C=C1)NC(=O)N1CCN(CC1)C1=NC=NC2=CC(=C(C=C12)OC)OCCCN1CCCCC1 N-(4-isopropoxyphenyl)-4-(6-methoxy-7-(3-(piperidin-1-yl)propoxy)quinazolin-4-yl)piperazine-1-carboxamide